(5R,6R)-6-((S)-5H-imidazo[5,1-a]isoindol-5-yl)-5,6,7,8-tetrahydroquinazolin-5-ol C=1N=CN2C1C1=CC=CC=C1[C@@H]2[C@@H]2[C@H](C=1C=NC=NC1CC2)O